C(#N)C=1C(=C(NC1C#N)C(F)(F)F)C(C)C.[Li] lithium 4,5-dicyano-2-(trifluoromethyl)isopropyl-azole